[Co]=O.[Fe].[La].[Pr] praseodymium-lanthanum-iron-cobalt oxide